COC(C1=CC(=C(C=C1[N+](=O)[O-])F)F)=O.C1(CC1)C(=O)NC1=NC=C(C(=O)NC([2H])([2H])[2H])C(=C1)NC1=C(C2=C(C=N1)C=CN2CC)OC 6-(Cyclopropanecarboxamido)-4-((1-ethyl-7-methoxy-1H-pyrrolo[3,2-c]pyridin-6-yl)amino)-N-(methyl-d3)nicotinamide methyl-3,4-difluoro-6-nitrobenzoate